ClC1=CC=CC2=C(C3=CC=CC=C3C(=C12)OC(=O)CCCC)OC(=O)CCCC 1-chloro-9,10-bis(n-butylcarbonyloxy)anthracene